O=C1N(CCC(N1)=O)C=1C=C(C(=O)N2CCC3(CC2)CCC(CC3)C=O)C=CC1OC([2H])([2H])[2H] 3-(3-(2,4-dioxotetrahydropyrimidine-1(2H)-yl)-4-(methoxy-d3)benzoyl)-3-azaspiro[5.5]undecane-9-formaldehyde